C1(CCCCCCCCCCCCCC1)C(=O)OCCCCCCN(CCCCCCOC(=O)C1CCCCCCCCCCCCCC1)CCOCCO ((2-(2-Hydroxyethoxy)ethyl)azanediyl)bis(hexane-6,1-diyl) dicyclopentadecanecarboxylate